C1=COC(=C1)/C(=C/C2=CC=C(O2)[N+](=O)[O-])/C(=O)N furylamide